4-[4-(trifluoromethoxy)phenyl]But-3-yn-2-one FC(OC1=CC=C(C=C1)C#CC(C)=O)(F)F